1,2-dicyanocyclobutene C(#N)C1=C(CC1)C#N